C(C1=CC=CC=C1)SC=1C(=NC(=CC1)C)O 3-(Benzylthio)-6-methylpyridin-2-ol